3-(4-chlorophenyl)-1-[3-(3-nitrophenyl)phenyl]urea ClC1=CC=C(C=C1)NC(NC1=CC(=CC=C1)C1=CC(=CC=C1)[N+](=O)[O-])=O